8-bromo-3,3-dimethyl-3,4-dihydroisoquinoline-2(1H)-carboxylic acid methyl ester COC(=O)N1CC2=C(C=CC=C2CC1(C)C)Br